tert-butyl 6-{3-chloro-5-methylthieno[2,3-c]pyridazin-6-yl}-2,6-diazaspiro[3.3]heptane-2-carboxylate ClC1=CC2=C(N=N1)SC(=C2C)N2CC1(CN(C1)C(=O)OC(C)(C)C)C2